OB1OCC2=C1C(=C(C=C2)C(=O)N[C@@H](C(C)C)C(=O)OCC=2C=NC=CC2)C pyridin-3-ylmethyl (1-hydroxy-7-methyl-1,3-dihydrobenzo[c][1,2]oxaborole-6-carbonyl)-L-valinate